5,6,7,8-tetrahydrocinnolin N1=NC=CC=2CCCCC12